C(#N)C=1C=C(C=C(C1N[C@H](CCN1CC(C1)F)CCC1=CC=C(C=C1)F)F)S(=O)(=O)NC(=O)[C@@]1(OCCCC1)C (R)-N-((3-CYANO-5-FLUORO-4-(((S)-1-(3-FLUOROAZETIDIN-1-YL)-5-(4-FLUOROPHENYL)PENTAN-3-YL)AMINO)PHENYL)SULFONYL)-2-METHYLTETRAHYDRO-2H-PYRAN-2-CARBOXAMIDE